ClS(=O)(=O)N(CCNC(OC(C)(C)C)=O)C tert-butyl (2-((chlorosulfonyl)(methyl)amino)ethyl)carbamate